NCCOCCOCCC(=O)OC(C)(C)C tert-Butyl 3-(2-(2-aminoethoxy)ethoxy)propanoate